C1(CCCC1)NC=1SC(=C(N1)C)C1=NC(=NC=C1)NC1=NC=C(C=C1)N1CCOCC1 N-cyclopentyl-4-methyl-5-(2-((5-morpholinopyridin-2-yl)amino)pyrimidin-4-yl)thiazol-2-amine